[6-(3-cyclopropyl-1,2,4-triazol-1-yl)-2-azaspiro[3.3]heptan-2-yl]-[6-(3,4-difluorophenoxy)-2-azaspiro[3.3]heptan-2-yl]methanone C1(CC1)C1=NN(C=N1)C1CC2(CN(C2)C(=O)N2CC3(C2)CC(C3)OC3=CC(=C(C=C3)F)F)C1